3-(2,2-difluoroethyl)-3-methylazetidine hydrochloride Cl.FC(CC1(CNC1)C)F